CC1=C(C=C(C=C1)C1=CC=CC=C1)C/C(/C(=O)OC)=C\OC methyl (2E)-2-[(2-methyl-5-phenylphenyl)methyl]-3-methoxy-2-propenoate